4-(4-(4-(benzo[d]thiazol-5-ylamino)quinolin-7-yl)benzoyl)-1-(4-fluorophenyl)piperazin-2-one S1C=NC2=C1C=CC(=C2)NC2=CC=NC1=CC(=CC=C21)C2=CC=C(C(=O)N1CC(N(CC1)C1=CC=C(C=C1)F)=O)C=C2